(4S)-1-(1-(6-amino-2,3-dihydrobenzofuran-2-yl)ethyl)-4-(trifluoromethyl)imidazolidin-2-one NC1=CC2=C(CC(O2)C(C)N2C(N[C@@H](C2)C(F)(F)F)=O)C=C1